2-allyl-1-(6-(2-hydroxypropan-2-yl)pyridin-2-yl)-6-(methylsulfanyl)-1,2-dihydro-3H-pyrazolo[3,4-D]Pyrimidine-3-one C(C=C)N1N(C2=NC(=NC=C2C1=O)SC)C1=NC(=CC=C1)C(C)(C)O